3'-Methoxy-6-methyl-[4,4'-bipyridine]-3-carboxylic acid COC=1C=NC=CC1C1=C(C=NC(=C1)C)C(=O)O